CC1=C(C(=O)NC2=NC=C(C=C2)C)C=CC=C1 2-methyl-N-(5-methylpyridin-2-yl)benzamide